2-[1-(2,2-difluoroethyl)-1H-pyrazolo[3,4-b]pyrazin-6-yl]-7-[2-(trifluoromethyl)pyridin-4-yl]-2,7-diazaspiro[4.4]nonan-3-one FC(CN1N=CC=2C1=NC(=CN2)N2CC1(CC2=O)CN(CC1)C1=CC(=NC=C1)C(F)(F)F)F